2-(Chloromethyl)imidazo[1,2-a]pyridine-6-carbonitrile ClCC=1N=C2N(C=C(C=C2)C#N)C1